3-(2-chloro-3-trifluoromethyl-benzyloxy)-5-phenyl-pyridin-2-ylamine ClC1=C(COC=2C(=NC=C(C2)C2=CC=CC=C2)N)C=CC=C1C(F)(F)F